4-(4-ethoxyphenyl)-1-(3-fluorophenyl)-N-(3-methoxy-4-(trifluoromethyl)benzyl)-1H-imidazol-2-amine C(C)OC1=CC=C(C=C1)C=1N=C(N(C1)C1=CC(=CC=C1)F)NCC1=CC(=C(C=C1)C(F)(F)F)OC